6-(2-Hydroxypropan-2-yl)-N-methoxy-N-methyl-1H-pyrrolo[2,3-b]pyridine-2-carboxamide OC(C)(C)C1=CC=C2C(=N1)NC(=C2)C(=O)N(C)OC